3-fluoro-4-({6-methoxy-7-[3-(4-methylpiperazin-1-yl)propoxy]quinolin-4-yl}oxy)phenyl-5-(4-fluorophenyl)-6-oxo-2,3,5,6-tetrahydrofuro[3,2-c]pyridine-7-carboxamide FC=1C=C(C=CC1OC1=CC=NC2=CC(=C(C=C12)OC)OCCCN1CCN(CC1)C)C1CC2=CN(C(C(=C2O1)C(=O)N)=O)C1=CC=C(C=C1)F